NC[C@H](C(=O)OCCC)NC(=O)OCC1=CC=CC=C1 (R)-propyl 3-amino-2-(((benzyloxy)carbonyl)amino)propanoate